3-ethoxy-5-fluorobenzoic acid C(C)OC=1C=C(C(=O)O)C=C(C1)F